C(C1=CC=CC=C1)OC(=O)N[C@H](C(NCCOCCOCCOCCNC(OC(C)(C)C)=O)=O)CCCCNC(OCC1=CC=CC=C1)=O benzyl [(19S)-19-{[(benzyloxy)carbonyl]amino}-2,2-dimethyl-4,18-dioxo-3,8,11,14-tetraoxa-5,17-diazatricosan-23-yl]carbamate